ethyl alpha-hydroxymyristate OC(C(=O)OCC)CCCCCCCCCCCC